1-(piperidin-1-yl)cyclohexanecarboxylic acid N1(CCCCC1)C1(CCCCC1)C(=O)O